5-bromo-3-(6-(trifluoromethyl)pyridin-3-yl)-1-tosyl-1H-pyrrolo[2,3-b]pyridine BrC=1C=C2C(=NC1)N(C=C2C=2C=NC(=CC2)C(F)(F)F)S(=O)(=O)C2=CC=C(C)C=C2